N-(9-methyldecyl)propionamide CC(CCCCCCCCNC(CC)=O)C